C(C)(C)(C)OC(=O)N1CCN(CC1)C1=CC=NC2=CC=C(C=C12)C1=CC(=C(C=C1)OC)NC(C1=C(C=C(C=C1)F)F)=O 4-(6-(3-(2,4-difluorobenzoylamino)-4-methoxyphenyl)quinolin-4-yl)piperazine-1-carboxylic acid tert-butyl ester